4-(4,5-dimethyl-2H-1,2,3-triazol-2-yl)benzonitrile CC1=NN(N=C1C)C1=CC=C(C#N)C=C1